C12(CC3CC(CC(C1)C3)C2)C(=O)N (3r,5r,7r)-adamantan-1-carboxamide